2-((6-(4-(6-methylpyridin-2-yl)-1-((2-(trimethylsilyl)ethoxy)methyl)-1H-imidazol-5-yl)quinolin-3-yl)amino)ethan-1-ol CC1=CC=CC(=N1)C=1N=CN(C1C=1C=C2C=C(C=NC2=CC1)NCCO)COCC[Si](C)(C)C